[N+](=O)([O-])C1=NN(C=C1)C1=NC=C(C=C1)B1OC(C(O1)(C)C)(C)C 2-(3-nitro-1H-pyrazol-1-yl)-5-(4,4,5,5-tetramethyl-1,3,2-dioxaborolan-2-yl)pyridine